CC(=CCC1=C(C(=C2C(=C1O)C(=O)C3=C(C=CC(=C3O2)O)O)CC=C(C)C)O)C The molecule is a member of the class of xanthones that is 9H-xanthen-9-one substituted by hydroxy groups at positions 1, 3, 5 and 8 and prenyl groups at positions 2 and 4. It has a role as an antineoplastic agent and a plant metabolite. It is a member of xanthones and a polyphenol.